FC1=CC=C(C=C1)C1=C(N=C(C2=CC(=CC=C12)O)C(=O)O)C1CCOCC1 (4-fluorophenyl)-7-hydroxy-3-tetrahydropyran-4-yl-isoquinoline-1-carboxylic acid